3-(3-(benzyloxy)-1-fluorocyclobutyl)-2-(trifluoromethoxy)pyridine C(C1=CC=CC=C1)OC1CC(C1)(F)C=1C(=NC=CC1)OC(F)(F)F